FC(CN1N=CC=2C1=NC(=CN2)N2CCC1(CN(C1)C(=O)OC(C)(C)C)CC2)F tert-butyl 7-[1-(2,2-difluoroethyl)-1H-pyrazolo[3,4-b]pyrazin-6-yl]-2,7-diazaspiro[3.5]nonane-2-carboxylate